C(CC)OC(C(=C)C)=O.CO[SiH](OC)OC trimethoxysilane propyl-methacrylate